C(C=C)(=O)N(CCSSCCN)C(C=C)=O Bis(acryloyl)cystamin